BrCC(=O)C=1C=CC2=C(C=C(O2)F)C1 2-bromo-1-(2-fluoro-1-benzofuran-5-yl)ethan-1-one